C(C)OS(=O)(=O)[O-].C(CCCCCCCCCCCCCCC)[N+]1(CCOCC1)CC N-Cetyl-N-ethylmorpholinium ethyl-sulfate